N-cyclobutyl-2-(5-methoxy-1H-indol-3-yl)-N-methylacetamide C1(CCC1)N(C(CC1=CNC2=CC=C(C=C12)OC)=O)C